(7R,7aS)-7-ethyl-3,3-dimethyltetrahydropyrrolo[1,2-c]oxazol-5(3H)-one C(C)[C@@H]1CC(N2C(OC[C@@H]21)(C)C)=O